tert-butyl (2R,3S,4S)-4-[(tert-butoxycarbonyl)oxy]-3-[(6-hydroxyhexanoyl)oxy]-2-[(4-methoxyphenyl)methyl]pyrrolidine-1-carboxylate C(C)(C)(C)OC(=O)O[C@@H]1[C@H]([C@H](N(C1)C(=O)OC(C)(C)C)CC1=CC=C(C=C1)OC)OC(CCCCCO)=O